dodecyl methyl disulfide CSSCCCCCCCCCCCC